C(C)(C)(C)OC(NC(C(=O)NC(C=O)C(C)C)CC=1C=C(C=CC1)C)=O (1-((3-methyl-1-oxobut-2-yl)amino)-1-oxo-3-(m-tolyl)propan-2-yl)carbamic acid tert-butyl ester